2-HYDROXY-OCTADECENE OC(=C)CCCCCCCCCCCCCCCC